N1=C(N=CC=C1)C1=NSC(=C1)C(=O)OC methyl 3-(pyrimidin-2-yl)isothiazole-5-carboxylate